P(OC1=C(C(=C(C=C1)C(C)(C)C)CCCCCCCCCCCC)C(C)(C)C)([O-])[O-] dodecyl-2,4-di-tert-butylphenyl phosphite